o-fluorostyrylamine FC1=C(C=CN)C=CC=C1